NC1=NC(=NC2=C(C(=C(C=C12)OC)OC)F)C1C(CN(CC1)C(C[C@H](C1=CC=C(C=C1)F)NCC)=O)C(=O)[O-] 4-(4-amino-8-fluoro-6,7-dimethoxyquinazolin-2-yl)-1-((R)-3-(ethylamino)-3-(4-fluorophenyl) propanoyl)piperidine-3-carboxylate